N-({2-[2-fluoro-6-(2H-1,2,3-triazol-2-yl)benzoyl]-4-methyl-2-azabicyclo[3.1.1]hept-3-yl}methyl)-5-(trifluoromethyl)pyrazin-2-amine FC1=C(C(=O)N2C3CC(C(C2CNC2=NC=C(N=C2)C(F)(F)F)C)C3)C(=CC=C1)N1N=CC=N1